tert-Butyl 9-(3-(4-(2,4-dioxotetrahydropyrimidin-1(2H)-yl)phenyl)prop-2-yn-1-yl)-3,9-diazaspiro[5.5]undecane-3-carboxylate O=C1N(CCC(N1)=O)C1=CC=C(C=C1)C#CCN1CCC2(CCN(CC2)C(=O)OC(C)(C)C)CC1